O=C1N(CCC(N1)=O)C=1C=C(C=CC1)[N-]CCCCCCC(N1CCCCC1)=O N-(3-(2,4-dioxotetrahydropyrimidin-1(2H)-yl)phenyl)-7-oxo-7-(piperidin-1-yl)heptylamide